C(C)(C)(C)C1=CC=CC=C1O 6-tertiary butyl-phenol